2-Cyclobutyl-N-(5-(6-(3-methoxy-4-(2-(pyrrolidin-1-yl)ethoxy)phenyl)pyrazin-2-yl)thiophen-3-yl)acetamide ethyl-6,6-dimethyl-1,4,5,6-tetrahydrocyclopenta[c]pyrazole-3-carboxylate C(C)OC(=O)C=1C2=C(NN1)C(CC2)(C)C.C2(CCC2)CC(=O)NC2=CSC(=C2)C2=NC(=CN=C2)C2=CC(=C(C=C2)OCCN2CCCC2)OC